C(CCCCCCC\C=C/CCCCCCCC)(=O)OC(CN(C)C)COC(CCCCCCC\C=C/CCCCCCCC)=O 2,3-Dioleoyloxy-N,N-dimethylpropylamine